1-(4-azidobutyl)guanidine N(=[N+]=[N-])CCCCNC(=N)N